tert-butyl (2S,4R)-2-[[(1S)-1-(4-ethynylphenyl)ethyl]carbamoyl]-4-hydroxy-pyrrolidine-1-carboxylate C(#C)C1=CC=C(C=C1)[C@H](C)NC(=O)[C@H]1N(C[C@@H](C1)O)C(=O)OC(C)(C)C